C(C=C)(=O)OCCCCCCOP(=O)(O)CC(=O)[O-] acryloxyhexylphosphonoacetate